CN1C=NC=C1 (3-methyl)imidazole